2-hydroxy-3,5-diiodostyrene OC1=C(C=C)C=C(C=C1I)I